BrC1=NN(C=C1F)C 3-bromo-4-fluoro-1-methylpyrazole